OC(CNC(=O)C1C(CCC(C1)(C)C)C(C)C)C1=CC=CC=C1 N-(2-hydroxy-2-phenylethyl)-2-isopropyl-5,5-dimethyl-cyclohexane-1-carboxamide